ClC1=CC(C(C=C1)(C)O)C.[Li] lithium p-chloroxylenol